S1C=CC2=C1C=CC=C2N2CCN(CC2)CCCCOC2=CC=C1C=CC(NC1=C2)=O 7-{4-[4-(1-benzothien-4-yl)piperazin-1-yl]butoxy}quinolin-2(1H)-one